trihydroxyboroxine OB1OB(OB(O1)O)O